C2,2'-thiobis[3-(3,5-di-t-butyl-4-hydroxyphenyl) propionate] S(C(C(=O)[O-])CC1=CC(=C(C(=C1)C(C)(C)C)O)C(C)(C)C)C(C(=O)[O-])CC1=CC(=C(C(=C1)C(C)(C)C)O)C(C)(C)C